N1=CC=C2N1C=CC(=C2)[C@H]2CC1(CN(C1)C(=O)OC(C)(C)C)CC2 |r| (rac)-tert-Butyl 6-(pyrazolo[1,5-a]pyridin-5-yl)-2-azaspiro[3.4]octane-2-carboxylate